CC1=NC(=NO1)C1=CC=C2C=CN=C(C2=C1)NCCN1C(C2=CC(=CC=C2C=C1)C(=O)OCC)=O ethyl 2-(2-[[7-(5-methyl-1,2,4-oxadiazol-3-yl)isoquinolin-1-yl]amino]ethyl)-1-oxoisoquinoline-7-carboxylate